C(C)OC(=O)C=1C(=NC(=NC1)N1CCN(CC1)C(=O)OC(C)(C)C)OCC(F)F.ClC1=C(C=C(C=C1)CC(C(C)C)=O)OCCCOC 1-[4-chloro-3-(3-methoxypropoxy)phenyl]-3-methyl-butan-2-one ethyl-2-(4-(tert-butoxycarbonyl)piperazin-1-yl)-4-(2,2-difluoroethoxy)pyrimidine-5-carboxylate